2-Methyl-N-(1-(7-(methyl(2,2,2-trifluoroethyl)amino)quinolin-5-yl)cyclopropyl)-5-((1-methylazetidin-2-yl)methoxy)benzamide CC1=C(C(=O)NC2(CC2)C2=C3C=CC=NC3=CC(=C2)N(CC(F)(F)F)C)C=C(C=C1)OCC1N(CC1)C